FC1(CCC(CC1)N1N=CC2=C1N=C(NC2=O)SCC(=O)NC=2SC(=NN2)Cl)F ((1-(4,4-difluorocyclohexyl)-4-oxo-4,5-dihydro-1H-pyrazolo[3,4-d]pyrimidin-6-yl)thio)-N-(5-chloro-1,3,4-thiadiazol-2-yl)acetamide